S(OC1=CC=C(C=C1)OCC1=C(C=C(C=C1F)N1N=C(N=C1)CO)F)(=O)(=O)F 4-((2,6-difluoro-4-(3-(hydroxymethyl)-1H-1,2,4-triazol-1-yl)benzyl)oxy)phenyl sulfurofluoridate